C(C)OS(=O)(=O)C(F)(F)F ethyltrifluoromethanesulfonic acid